C(CCCCCCC)SCCCCCCCCCO 9-(octylthio)nonan-1-ol